O1C(CCCC1)O[C@@H](C)C=1N(C=CN1)CC1=NOC(=C1)C1=CC=C(C=C1)C#CC1=CC=C(C=C1)CCC(=O)OC Methyl 3-(4-((4-(3-((2-((1S)-1-((tetrahydro-2H-pyran-2-yl)oxy)ethyl)-1H-imidazol-1-yl)methyl)isoxazol-5-yl)phenyl)ethynyl)phenyl)propanoate